N1=CC=CC2=CC(=CC=C12)C1=CC=CN2C1=NS(CC2)(=O)=O 9-quinolin-6-yl-3,4-dihydropyrido[2,1-c][1,2,4]thiadiazine 2,2-dioxide